[Ge].[Cr].[Te] tellurium-chromium germanium